C(C)(C)(C)C1=C(C(=CC=C1)C(C)(C)C)O (2,6-di-tert-butyl)phenol